methyl-N-(1-methylcyclopropyl)-5-[4-(5-methylpyrimidin-2-yl)piperidine-1-carbonyl]furo[2,3-d]pyrimidin-4-amine CC=1N=C(C2=C(N1)OC=C2C(=O)N2CCC(CC2)C2=NC=C(C=N2)C)NC2(CC2)C